ClC=1C=C(C=CC1F)/C(=N/[S@](=O)C(C)(C)C)/C1=NNC(=C1)C(F)(F)F (R,Z)-N-((3-chloro-4-fluorophenyl)(5-(trifluoro-methyl)-1H-pyrazol-3-yl)methylene)-2-methylpropane-2-sulfinamide